C(C)(C)(C)OC(=O)NC1CCN(CC1)C=1SC=C(N1)C(=O)N[C@@H](CO[Si](C)(C)C(C)(C)C)C(=O)O N-(2-(4-((tert-butoxycarbonyl)amino)piperidin-1-yl)thiazole-4-carbonyl)-O-(tert-butyldimethylsilyl)-L-serine